2-pyrimidine-2-yl-methylisoindole N1=C(N=CC=C1)N1C(=C2C=CC=CC2=C1)C